3-(6-fluoro-5-(3-((4'-fluoro-5,5-dimethyl-3,4,5,6-tetrahydro-[1,1'-biphenyl]-2-yl)methyl)-3,6-diazabicyclo[3.1.1]heptane-6-carbonyl)-1-oxoisoindolin-2-yl)piperidine-2,6-dione FC1=C(C=C2CN(C(C2=C1)=O)C1C(NC(CC1)=O)=O)C(=O)N1C2CN(CC1C2)CC2=C(CC(CC2)(C)C)C2=CC=C(C=C2)F